5-[[4-[5-(trifluoromethyl)-1,2,4-oxadiazol-3-yl]phenyl]methyl]-2,3-dihydro-1λ6,5-benzothiazepine-4-One, hydrochloride Cl.FC(C1=NC(=NO1)C1=CC=C(C=C1)CN1C(CC[SH4]C2=C1C=CC=C2)=O)(F)F